tert-butyl 4-(4-((5-((2-bromo-6-chlorophenyl)carbamoyl)-4-ethoxypyrimidin-2-yl)amino)-2-methylphenoxy)piperidine-1-carboxylate BrC1=C(C(=CC=C1)Cl)NC(=O)C=1C(=NC(=NC1)NC1=CC(=C(OC2CCN(CC2)C(=O)OC(C)(C)C)C=C1)C)OCC